C1OCC12N(CCC2)CCNC(=O)C=2C=C(C(=NC2)C)NC(=O)C=2C=NN1C2SC(=C1)C1=C2N(N=C1)CCC2 N-(5-((2-(2-oxa-5-azaspiro[3.4]octan-5-yl)ethyl)carbamoyl)-2-methylpyridin-3-yl)-2-(5,6-dihydro-4H-pyrrolo[1,2-b]pyrazol-3-yl)pyrazolo[5,1-b]thiazole-7-carboxamide